dihydrogen saccharate OC(=O)[C@H](O)[C@@H](O)[C@H](O)[C@H](O)C(=O)O